6-bromo-2-methyl-1,7-diazaindolizine BrC1=CN2C=C(N=C2C=N1)C